1-(oxetan-3-yl)piperazine O1CC(C1)N1CCNCC1